ClC1=NN2C(C=N1)=CC=C2C2=CC(=C(OCCCCCCC(=O)OC)C=C2)F Methyl 7-(4-(2-chloropyrrolo[2,1-f][1,2,4]triazin-7-yl)-2-fluorophenoxy)heptanoate